N-(2-(1-(cyclopropanesulfonyl)-1H-pyrazol-4-yl)-1,3,5-triazin-2-yl)-5-isopropyl-8-((2R,3S)-2-methyl-3-(methylsulfonylmethyl)azetidin-1-yl)isoquinolin-3-amine C1(CC1)S(=O)(=O)N1N=CC(=C1)C1(NC=NC=N1)NC=1N=CC2=C(C=CC(=C2C1)C(C)C)N1[C@@H]([C@H](C1)CS(=O)(=O)C)C